N1(C=NC=C1)C(=O)N1C[C@@H]2[C@H](C1)CN(C2)C(C(F)(F)F)=O 1-((cis)-5-(1H-imidazole-1-carbonyl)hexahydropyrrolo[3,4-c]pyrrol-2(1H)-yl)-2,2,2-trifluoroethan-1-one